C(C)N(CC)CCC[Si](OCC)(OCC)OCC 3-(N,N-diethylamino)propyltriethoxysilane